C(C)(=O)NC=1SC(=CN1)C=1CCN(CC1)C(=O)OC(C)(C)C tert-butyl 4-(2-acetamido-1,3-thiazol-5-yl)-3,6-dihydro-2H-pyridine-1-carboxylate